C1=CC2=C(C=C1O)C(=CN2)CC(C(=O)O)N The molecule is a tryptophan derivative that is tryptophan substituted by a hydroxy group at position 5. It has a role as a human metabolite and a neurotransmitter.